6-(3,4-difluorobenzyl)-5-(methoxymethyl)-2-(5-methyl-2-((1-methyl-1H-pyrazol-5-yl)amino)pyrimidin-4-yl)-2,4,5,6-tetrahydro-7H-pyrazolo[3,4-c]pyridin-7-one FC=1C=C(CN2C(C=3C(CC2COC)=CN(N3)C3=NC(=NC=C3C)NC3=CC=NN3C)=O)C=CC1F